FC(CO)(F)C=1C=C(C=CC1)[C@@H](C)N[S@](=O)C(C)(C)C (R)-N-[(1R)-1-[3-(1,1-difluoro-2-hydroxyethyl)phenyl]ethyl]-2-methyl-propane-2-sulfinamide